(2R,4S)-4-(benzyloxy)-2-((tosyloxy)methyl)pyrrolidine C(C1=CC=CC=C1)O[C@H]1C[C@@H](NC1)COS(=O)(=O)C1=CC=C(C)C=C1